N-[6-(cyclopropylmethoxy)-5-(pyrrolidin-1-yl)pyridine-2-carbonyl]-L-leucine fluoromethyl ester FCOC([C@@H](NC(=O)C1=NC(=C(C=C1)N1CCCC1)OCC1CC1)CC(C)C)=O